NC1=C2C(=NC=N1)N(N=C2C#CC=2C=CC1=C(N=C(O1)N(C)C)C2)[C@@H]2CN(CC2)C(C=C)=O (S)-1-(3-(4-amino-3-((2-(dimethylamino)benzo[d]oxazol-5-yl)ethynyl)-1H-pyrazolo[3,4-d]pyrimidin-1-yl)pyrrolidin-1-yl)prop-2-en-1-one